9-(3-methyl-2-oxo-1,3-benzoxazol-6-yl)-3,9-diazaspiro[5.5]undecane-3-carboxylic acid tert-butyl ester C(C)(C)(C)OC(=O)N1CCC2(CC1)CCN(CC2)C2=CC1=C(N(C(O1)=O)C)C=C2